FC=1C=C(C=CC1OC1=C2C(=NC=C1)C=C(S2)C2=NC=C(C=C2)CNCCOC)NC(=O)C=2C(N(C=CC2)C2=CC=CC=C2)=O N-(3-fluoro-4-{[2-(5-{[(2-methoxyethyl)amino]methyl}pyridin-2-yl)thieno[3,2-b]pyridine-7-yl]oxy}phenyl)-2-oxo-1-phenyl-1,2-dihydropyridine-3-carboxamide